OC=1C(=NC=CN1)C(=O)N 3-hydroxypyrazine-2-carboxamide